CC=1C=C(CS(=O)(=O)C2=CC=C(C=C2)SC2=NC=CC(=N2)N)C=CC1 2-((4-((3-methylbenzyl)sulfonyl)phenyl)thio)pyrimidin-4-amine